N-(2-Aminoethyl)-3-Aminopropyltriethoxysilane CCO[Si](CCCNCCN)(OCC)OCC